N1(CCCCC1)C(C)O[Si](OCC)(OCC)CCC piperidyl-propyl-triethoxysilane